Ethyl-4-hydroxybenzoic acid C(C)C1=C(C(=O)O)C=CC(=C1)O